(R)-N-((R)-1-(3-(1,1-difluoroethyl)phenyl)ethyl)-2-methylpropane-2-sulfinamide FC(C)(F)C=1C=C(C=CC1)[C@@H](C)N[S@](=O)C(C)(C)C